11-[(2S)-3-amino-2-[[7-(5-methyl-1,2,4-oxadiazol-3-yl)-1-isoquinolyl]amino]propyl]-6-(2,2,2-trifluoroethoxy)-1,5,11-triazatricyclo[7.4.0.02,7]trideca-2,4,6,8-tetraen-10-one NC[C@@H](CN1C(C2=CC3=C(N=CC=C3N2CC1)OCC(F)(F)F)=O)NC1=NC=CC2=CC=C(C=C12)C1=NOC(=N1)C